BrCC(=O)C1=CNC2=CC=CC=C12 2-bromo-1-(1H-indol-3-yl)ethan-1-one